N-(2-(5-hydroxy-2-methyl-1H-indol-3-yl)ethyl)acetamide OC=1C=C2C(=C(NC2=CC1)C)CCNC(C)=O